hexahydrofuro[2,3-B]benzofuran O1CCC2C1OC=1C2CCCC1